C(=O)(O)C1=C(CN2C3=CC(=CC=C3C=3CCCCC23)C(=O)O)C(=CC=C1)OC 9-(2-carboxy-6-methoxybenzyl)-2,3,4,9-tetrahydro-1H-carbazole-7-carboxylic acid